2-dimethylaminopyridin CN(C1=NC=CC=C1)C